FC(COC=1C=C(C(=CC1)C1=CC=CC=C1)N)(F)F p-trifluoroethyloxy-biphenylamine